NC1CCC(CC1)C1=CC(=C(C#N)C=C1)Cl 4-(4-aminocyclohexyl)-2-chloro-benzonitrile